1-(4-(2-(4-bromophenyl)propan-2-yl)thiazol-2-yl)-3-((4-methyl-2-(piperazin-1-yl)pyrimidin-5-yl)methyl)urea BrC1=CC=C(C=C1)C(C)(C)C=1N=C(SC1)NC(=O)NCC=1C(=NC(=NC1)N1CCNCC1)C